C(CC)[Sn]CCC Dipropyltin